4-(((5-(3-chlorophenyl)oxazol-2-yl)methyl)thio)-6-ethyl-1,3,5-triazin ClC=1C=C(C=CC1)C1=CN=C(O1)CSC1=NC=NC(=N1)CC